CC1C=2N(CCC1)C=1C(N2)=C(C=CC1)N 4-methyl-1,2,3,4-tetrahydrobenzo[4,5]imidazo[1,2-a]pyridin-6-amine